1-(4-(Dimethylamino)phenyl)-2,2,2-trifluoroethan-1-on CN(C1=CC=C(C=C1)C(C(F)(F)F)=O)C